2-(4-(((4-(4-Bromophenyl)-5-oxo-4,5-dihydro-1H-1,2,4-triazol-1-yl)methyl)thio)-2-methylphenoxy)acetic acid BrC1=CC=C(C=C1)N1C=NN(C1=O)CSC1=CC(=C(OCC(=O)O)C=C1)C